6-cyclobutoxy-2-(tetrahydro-2H-pyran-2-yl)-2H-pyrazolo[3,4-b]pyridine C1(CCC1)OC=1C=CC=2C(N1)=NN(C2)C2OCCCC2